((3-fluoro-4-(trifluoromethyl)benzyl)oxy)-4-((4-methoxybenzyl)oxy)-5-(4-(trifluoromethyl)-1H-pyrrol-2-yl)pyridine FC=1C=C(COC2=NC=C(C(=C2)OCC2=CC=C(C=C2)OC)C=2NC=C(C2)C(F)(F)F)C=CC1C(F)(F)F